FC1=C(C(=CC=C1)F)[C@H]1N(OCC1)C1=CC(=NC=N1)NC=1C(=CC(=C(C1)NC(C=C)=O)N1CCC(CC1)N1C[C@@H](CC1)N(C)C)OC N-(5-((6-((S)-3-(2,6-difluorophenyl)isoxazolidine-2-yl)pyrimidine-4-yl)amino)-2-(4-((R)-3-(dimethylamino)pyrrolidine-1-yl)piperidine-1-yl)-4-methoxyphenyl)acrylamide